((2r,4S,5r)-5-amino-4-ethoxytetrahydro-2H-pyran-2-yl)((S)-1-(4-fluorophenyl)-3,4-dihydroisoquinolin-2(1H)-yl)methanone Z-glutamate N[C@@H](CCC(=O)O)C(=O)O.N[C@H]1[C@H](C[C@@H](OC1)C(=O)N1[C@H](C2=CC=CC=C2CC1)C1=CC=C(C=C1)F)OCC